sodium sulfate monosulfite S(=O)([O-])O.S(=O)(=O)(O)O.[Na+]